FC([C@]12CCN(C[C@@H]2C1)C1=C(C(=O)NC=2C(N(C=CC2)N2CCC(CC2)(F)F)=O)C=CC(=C1)NS(NCCO)(=O)=O)F 2-((1R,6S)-6-(difluoromethyl)-3-azabicyclo[4.1.0]heptan-3-yl)-N-(1-(4,4-difluoropiperidin-1-yl)-2-oxo-1,2-dihydropyridin-3-yl)-4-((N-(2-hydroxyethyl)sulfamoyl)amino)benzamide